5-(trans-4-(((4-(2-Cyclopropyloxazol-4-yl)pyridin-2-yl)amino)methyl)cyclohexyl)-2-methoxybenzonitrile C1(CC1)C=1OC=C(N1)C1=CC(=NC=C1)NC[C@@H]1CC[C@H](CC1)C=1C=CC(=C(C#N)C1)OC